(p-tolyl)iodonium tris(pentafluoroethanesulfonyl)methide [C-](S(=O)(=O)C(F)(F)C(F)(F)F)(S(=O)(=O)C(F)(F)C(F)(F)F)S(=O)(=O)C(F)(F)C(F)(F)F.C1(=CC=C(C=C1)[IH+])C